FC1=C2CCN(CC2=CC=C1C(=O)O)C(=O)OCC1=CC=CC=C1 5-fluoro-2-phenylmethoxycarbonyl-3,4-dihydro-1H-isoquinoline-6-carboxylic acid